6-((endo-8-Azabicyclo[3.2.1]octan-3-yl)oxy)-N-(4-([1,2,4]triazolo[1,5-a]pyridin-7-yloxy)-2-fluoro-3-methylphenyl)-7-methoxyquinazolin-4-amine C12CC(CC(CC1)N2)OC=2C=C1C(=NC=NC1=CC2OC)NC2=C(C(=C(C=C2)OC2=CC=1N(C=C2)N=CN1)C)F